C12(CCC(CC1)CC2)NC=2C=C(C(=CC2)C2=CC=CC=C2)N N4-(bicyclo[2.2.2]octan-1-yl)biphenyl-2,4-diamine